OC=1C(=NC=C(C1C)C=1C=NN(C1)C1=CC=CC=C1)C(=O)NCC(=O)OCC Ethyl (3-hydroxy-4-methyl-5-(1-phenyl-1H-pyrazol-4-yl)picolinoyl)glycinate